1-Ethylimidazolium chloride [Cl-].C(C)N1C=[NH+]C=C1